ClS(=O)(=O)C1=NC=2CC(N(CC2C=C1)C(=O)OC(C)(C)C)CCC1CCCCC1 tert-butyl 2-(chlorosulfonyl)-7-(2-cyclohexylethyl)-7,8-dihydro-1,6-naphthyridine-6(5H)-carboxylate